(R)-2-fluoro-N-(piperidin-3-yl)-N-(2-(pyridin-4-yl)thieno[3,2-c]pyridin-4-yl)-4-(pyrimidin-2-ylamino)benzamide FC1=C(C(=O)N(C2=NC=CC3=C2C=C(S3)C3=CC=NC=C3)[C@H]3CNCCC3)C=CC(=C1)NC1=NC=CC=N1